F[C@@H]1CN(CC[C@H]1NC1=NN2C(C=N1)=C(C=C2C(C)C)F)C(=O)OC(C)(C)C tert-butyl (3R,4R)-3-fluoro-4-({5-fluoro-7-isopropylpyrrolo[2,1-f][1,2,4]triazin-2-yl}amino)piperidine-1-carboxylate